N(C(=N)N)C1=CC=C(C(=O)OC=2C=3N(C(=CC2)CC(=O)NC(C(=O)O)CC(=O)O)C=CN3)C=C1 2-(2-(8-(4-guanidinobenzoyloxy)imidazo[1,2-a]pyridin-5-yl)acetamido)succinic acid